(R)-10-((6-Fluoro-4-oxoquinazolin-3(4H)-yl)methyl)-7-azaspiro[4.5]decane FC=1C=C2C(N(C=NC2=CC1)C[C@@H]1CCNCC12CCCC2)=O